BrC1=CC(=C(S1)CNC(C)=O)C N-((5-bromo-3-methylthiophen-2-yl)methyl)acetamide